C1(CC1)C1=CC(=C(C(=C1)F)C1=CC(=C2C=NC(=NN21)N[C@H]2[C@@H](COCC2)O)F)F (3S,4R)-4-((7-(4-cyclopropyl-2,6-difluorophenyl)-5-fluoropyrrolo[2,1-f][1,2,4]triazin-2-yl)amino)tetrahydro-2H-pyran-3-ol